((3-carbamoyl-6-(2-chloro-6-fluorophenyl)pyridazin-4-yl)amino)benzoic acid C(N)(=O)C=1N=NC(=CC1NC1=C(C(=O)O)C=CC=C1)C1=C(C=CC=C1F)Cl